C1=CC=CC=2C3=CC=CC=C3C(C12)COC(=O)N[C@](C(=O)O)(CC=C)C (S)-2-((((9H-fluoren-9-yl)methoxy)carbonyl)amino)-2-methylpent-4-enoic acid